N-[2-(1H-indol-3-yl)ethyl]-5-[2-(isopropylamino)ethoxy]pyrimidin-4-amine N1C=C(C2=CC=CC=C12)CCNC1=NC=NC=C1OCCNC(C)C